N-(3-chloro-5-methylbenzyl)-2-(2,5-dimethoxyphenyl)ethan-1-amine ClC=1C=C(CNCCC2=C(C=CC(=C2)OC)OC)C=C(C1)C